N-[2-hydroxy-1,1-bis(hydroxymethyl)ethyl]acrylamide OCC(CO)(CO)NC(C=C)=O